4-(3-bromophenyl)-1-(2,6-diisopropylphenyl)-1H-imidazole BrC=1C=C(C=CC1)C=1N=CN(C1)C1=C(C=CC=C1C(C)C)C(C)C